NC1=C(C=C(C=C1)CC1=CC(=C(C=C1)N)O)O bis-(4-amino-3-hydroxyphenyl)methane